(R)-1-(2-fluoropyridin-3-yl)ethyl (4-(5-((3-chlorobicyclo[1.1.1]-pentan-1-yl)carbamoyl)pyridin-2-yl)-1-methyl-1H-1,2,3-triazol-5-yl)carbamate ClC12CC(C1)(C2)NC(=O)C=2C=CC(=NC2)C=2N=NN(C2NC(O[C@H](C)C=2C(=NC=CC2)F)=O)C